ClC1=CC(=C(C=C1)C(=O)N1[C@@H](C=2N(CC1)C(=NN2)C2=NC(=NS2)C2CC2)C)F (R)-(4-chloro-2-fluorophenyl)(3-(3-cyclopropyl-1,2,4-thiadiazol-5-yl)-8-methyl-5,6-dihydro-[1,2,4]triazolo[4,3-a]pyrazin-7(8H)-yl)methanone